C[NH2+]CCCCCCCCCCCCC N-methyl-N-tridecyl-ammonium